FC1CC(N(C1)C(CC=1C=C2C=CC=NC2=CC1)=O)C(=O)NC(C1=CC=CC=C1)C1=CC(=C(C=C1)C(C)C)F 4-fluoro-N-{[3-fluoro-4-(propan-2-yl)phenyl](phenyl)methyl}-1-[2-(quinolin-6-yl)acetyl]pyrrolidine-2-carboxamide